NC(C)C=1N=C2N(C=C(C=C2N2C(N(C(C2)=O)C)=O)Cl)C1 1-(2-(1-aminoethyl)-6-chloroimidazo[1,2-a]pyridin-8-yl)-3-methylimidazolidine-2,4-dione